N5-(trans-4-hydroxycyclohexyl)-N2-methyl-3-(1-phenylethoxy)-1H-pyrrole-2,5-dicarboxamide O[C@@H]1CC[C@H](CC1)NC(=O)C1=CC(=C(N1)C(=O)NC)OC(C)C1=CC=CC=C1